FC=CC1=CC=CC=C1 (fluoro)styrene